OC1=C(CC2=CC(=C(C(=C2C)CC2=C(C=C(C=C2O)O)O)O)C)C(=CC(=C1)O)O 4,6-bis-(2,4,6-trihydroxybenzyl)-2,5-dimethyl-phenol